CN1C(=NC2=C1C=CC=C2)C2=CC=NC=C2 1-methyl-2-(4-pyridyl)benzimidazole